FC(OC1=C(C=C(C=C1)OC(F)F)C1=NN(C=C1)CC=1N=NN(N1)C1CC(C1)N(C)C)F 3-[2,5-bis(difluoromethoxy)phenyl]-1-[[2-[3-(dimethylamino)cyclobutyl]tetrazol-5-yl]methyl]pyrazol